octyltriphenylamine C(CCCCCCC)C1=C(C=CC=C1)N(C1=CC=CC=C1)C1=CC=CC=C1